2-{[6-chloro-5-(trifluoromethyl)-2-pyridyl]amino}-4,5,6,7-tetrahydroisoindole-1,3-dione ClC1=C(C=CC(=N1)NN1C(C=2CCCCC2C1=O)=O)C(F)(F)F